5-(4-iodobenzyl)-1H-1,2,3-triazole-4-carboxylic acid ethyl ester C(C)OC(=O)C=1N=NNC1CC1=CC=C(C=C1)I